trifluoro-methanesulfonic acid 8-(4-tert-butoxycarbonylamino-piperidin-1-yl)-7-(3-fluoro-5-methyl-phenyl)-naphthyridin-2-yl ester C(C)(C)(C)OC(=O)NC1CCN(CC1)N1C(C=CC=2C=CC(=NC12)OS(=O)(=O)C(F)(F)F)C1=CC(=CC(=C1)C)F